methyl 3-chloro-5-(1-cyanocyclopropyl)benzoate ClC=1C=C(C(=O)OC)C=C(C1)C1(CC1)C#N